C(CCC)N(C(C)=O)C N-n-butyl-N-methylacetamide